ethyl (5S)-5-[3-[[5-(difluoromethyl)-2-methyl-pyrazol-3-yl]amino]-1,2,4-triazol-4-yl]-2-[trans-(3-fluorocyclobutanecarbonyl)amino]-4,5,6,7-tetrahydrobenzothiophene-3-carboxylate FC(C=1C=C(N(N1)C)NC1=NN=CN1[C@H]1CCC2=C(C(=C(S2)NC(=O)[C@@H]2C[C@H](C2)F)C(=O)OCC)C1)F